C1=C(C=CC2=CC=CC=C12)[Si](OCC)(OCC)C1=CC2=CC=CC=C2C=C1 bis(2-naphthyl)diethoxysilane